O1N=C(C=C1)C1(CN=CO1)C(=O)O 5-(1,2-oxazol-3-yl)-4,5-dihydro-1,3-oxazole-5-carboxylic acid